CC1=C(C=2N(N=C1N1CC=3C=C(C=NC3CC1)C=1C=NC(=CC1)F)C(=NN2)C(F)(F)F)C 6-(7,8-dimethyl-3-(trifluoromethyl)-[1,2,4]triazolo[4,3-b]pyridazin-6-yl)-3-(6-fluoropyridin-3-yl)-5,6,7,8-tetrahydro-1,6-naphthyridine